5-methyl-3-(2-(3-(3-trifluoromethylphenyl)-4-oxothiazolidin-2-ylidene)hydrazono)-1H-indol-2-one CC=1C=C2C(C(NC2=CC1)=O)=NN=C1SCC(N1C1=CC(=CC=C1)C(F)(F)F)=O